CC(C)(OC(NCCOCCOCCOCCOCCOCCOCCC(=O)O)=O)C 2,2-dimethyl-4-oxo-3,8,11,14,17,20,23-heptaoxa-5-azahexacosan-26-oic acid